FC1=C(C=CC=C1)NC(=O)N1CCCCN2[C@@H]([C@@H]([C@@H]2C1)C1=CC=C(C=C1)C#CC1=CC=CC=C1)CO (8R,9R,10S)-N-(2-fluorophenyl)-10-(hydroxymethyl)-9-[4-(2-phenylethynyl)phenyl]-1,6-diazabicyclo[6.2.0]decane-6-carboxamide